CC1([C@@]2(C(C[C@@H]1CC2)=O)CS(=O)(=O)[O-])C.C2(=CC=CC=C2)[S+](C2=CC=CC=C2)C2=CC=CC=C2 Triphenylsulfonium ((1S,4S)-7,7-dimethyl-2-oxobicyclo[2.2.1]heptan-1-yl)methanesulfonate